2-Bromo-3-methyl-6-(trifluoromethyl)-3H-imidazo[4,5-c]pyridin BrC1=NC2=C(C=NC(=C2)C(F)(F)F)N1C